tributyl-ammonium hydrogen malate C(C(O)CC(=O)[O-])(=O)O.C(CCC)[NH+](CCCC)CCCC